O1CCCC12C(CNCC2)CO (1-oxa-8-azaspiro[4.5]decan-6-yl)methanol